N-[[4-(2-phenylethyl)-2-pyridinyl]methyl]carbamic acid tert-butyl ester C(C)(C)(C)OC(NCC1=NC=CC(=C1)CCC1=CC=CC=C1)=O